COC1=CC=C(CN(C2C(C(N(CC2)C(=O)OC(C)(C)C)=O)C)CC2=CC=C(C=C2)OC)C=C1 tert-butyl 4-(bis(4-methoxybenzyl)amino)-3-methyl-2-oxopiperidine-1-carboxylate